3-(DIETHYLCARBAMOYL)-5-NITROPHENYLBORONIC ACID C(C)N(C(=O)C=1C=C(C=C(C1)[N+](=O)[O-])B(O)O)CC